O[C@@H](CC1=C(C(=O)N)C=CN=C1NC1CC(N(CC1)C)=O)CN1CC2=CC=C(C=C2CC1)OCC1=C(N=CO1)C (S)-2-hydroxy-3-(6-((4-methyloxazol-5-yl)methoxy)-3,4-dihydroisoquinolin-2(1H)-yl)propyl-2-((1-methyl-2-oxopiperidin-4-yl)amino)isonicotinamide